C(C1=CC=CC=C1)OCOCCCC(CC(CC(C)[Mg]I)C)C 8-benzyloxymethoxy-1,3,5-trimethyloctylmagnesium iodide